2,3-diamino-1,4,5,6-tetrafluorobenzene NC1=C(C(=C(C(=C1N)F)F)F)F